ClC1=C2C=C(NC2=CC=C1Cl)C(=O)N1C[C@@H](N(C[C@H]1C)C(C)=O)C 1-((2S,5R)-4-(4,5-dichloro-1H-indole-2-carbonyl)-2,5-dimethylpiperazin-1-yl)ethan-1-one